CC1=CC=C(C=C1)S(=O)(=O)OC1=CC2=CC=C(C(=C2C(=C1)N1CC=2N=C(N=C(C2CC1)OS(=O)(=O)C1=CC=C(C)C=C1)OC[C@]12CCCN2C[C@@H](C1)F)C)F 6-fluoro-4-(2-(((2R,7aS)-2-fluorohexahydro-1H-pyrrolizin-7a-yl)methoxy)-4-(tosyloxy)-5,6-dihydropyrido[3,4-d]pyrimidin-7(8H)-yl)-5-methylnaphthalen-2-yl 4-methylbenzenesulfonate